(+)-12-hydroxy-9Z-hexadecenoic acid CCCCC(C/C=C\CCCCCCCC(=O)O)O